C1(CCC1)NCCC(=O)O 3-(CYCLOBUTYLAMINO)PROPANOIC ACID